1-(2,2-difluorocyclopropyl)-3-(5-((2R,4R)-2-(2,5-difluorophenyl)-4-hydroxypyrrolidin-1-yl)pyrazolo[1,5-a]pyrimidin-3-yl)thiourea FC1(C(C1)NC(=S)NC=1C=NN2C1N=C(C=C2)N2[C@H](C[C@H](C2)O)C2=C(C=CC(=C2)F)F)F